C1(CC1)N1N=CC(=C1)[C@@H]1O[C@@H](C[C@@H](C1)C1=CC=2C(=NC(=C(N2)C)C)C(=N1)C1=C(C=C(C=C1)F)F)C 7-((2R,4S,6R)-2-(1-cyclopropyl-1H-pyrazol-4-yl)-6-methyltetrahydro-2H-pyran-4-yl)-5-(2,4-difluorophenyl)-2,3-dimethylpyrido[3,4-b]pyrazine